FC1=CC(=NC=C1F)C(=O)O 4,5-difluoro-pyridine-2-carboxylic acid